5-((2-amino-3-fluoropyridin-4-yl)methyl)-3,4-difluoro-2-((2-fluoro-4-iodophenyl)amino)-N-((prop-2-yn-1-yl-1,1-d2)oxy)benzamide NC1=NC=CC(=C1F)CC=1C(=C(C(=C(C(=O)NOC(C#C)([2H])[2H])C1)NC1=C(C=C(C=C1)I)F)F)F